C(C=C)OC(=O)N(C(CC(=O)O)C(=O)N(C)C)C 3-(((Allyloxy)carbonyl)(methyl)amino)-4-(dimethylamino)-4-oxobutanoic acid